N-[4-(3-cyanophenyl)-5-(2,6-dimethyl-4-pyridyl)thiazol-2-yl]-2-oxo-3-oxa-1,9-diazaspiro[5.5]undecane C(#N)C=1C=C(C=CC1)C=1N=C(SC1C1=CC(=NC(=C1)C)C)N1CCC2(CCOC(N2)=O)CC1